1-(4-(butylsulfanyl)-2,5-dimethoxyphenyl)-N-(2-methoxybenzyl)propan-2-amine C(CCC)SC1=CC(=C(C=C1OC)CC(C)NCC1=C(C=CC=C1)OC)OC